COC=1C=C(OC2=CC=C(C=C2)N2C(N(C3=C2C=NC=C3)C=3C=C(C=CC3)NC(C=C)=O)=O)C=CC1 N-(3-(3-(4-(3-methoxyphenoxy)phenyl)-2-oxo-2,3-dihydro-1H-imidazo[4,5-c]pyridin-1-yl)phenyl)acrylamide